5-PROPOXYBENZOFURAN-2-YLBORONIC ACID C(CC)OC=1C=CC2=C(C=C(O2)B(O)O)C1